2-Ethylsulfanyl-N-[(3-fluorophenyl)-methyl]-6-(2-methoxy-ethyl-methyl-amino)-4-methyl-pyridine-3-carboxylic acid amide C(C)SC1=NC(=CC(=C1C(=O)NCC1=CC(=CC=C1)F)C)N(C)CCOC